COC(=O)C1C(N(CCO1)C=1C=CC2=C(NC(=N2)C=2C(NC3=CC=CC=C3C2N[C@@H](C)C2=NC=CC=C2)=O)C1)Br (R-bromo)-4-(2-(2-oxo-4-(((S)-1-(pyridin-2-yl)ethyl)amino)-1,2-dihydroquinolin-3-yl)-1H-benzo[d]imidazol-6-yl)morpholine-2-carboxylic acid methyl ester